hexahydrocyclopenta[b]Pyrrole-1(2H)-carboxylic acid methyl ester COC(=O)N1C2C(CC1)CCC2